spiro[fluorene-9,9'-xanthen]-2'-yl-boronic acid C1=C(C=CC=2OC3=CC=CC=C3C3(C12)C1=CC=CC=C1C=1C=CC=CC13)B(O)O